C(#N)C1=CC(=C(COC2=C(C=CC(=N2)C2=CC(=C(CC3=NC4=C(N3[C@@H]3COCC3(C)C)C=C(C=C4F)C(=O)O)C=C2C)F)F)C=C1)F (S)-2-(4-(6-((4-cyano-2-fluorobenzyl)oxy)-5-fluoropyridin-2-yl)-2-fluoro-5-methylbenzyl)-1-(4,4-dimethyltetrahydrofuran-3-yl)-4-fluoro-1H-benzo[d]imidazole-6-carboxylic acid